6-(3,4-Difluoro-2-(4-methyl-4H-1,2,4-triazol-3-yl)phenyl)isoindolin-1-one FC=1C(=C(C=CC1F)C1=CC=C2CNC(C2=C1)=O)C1=NN=CN1C